3,7-dimethyl-octa-2,6-diene-al CC(=CC=O)CCC=C(C)C